FC=1C=C(C=CC1B1OC(C(O1)(C)C)(C)C)NC(CC1=CC(=CC=C1)C(F)(F)F)=O N-(3-Fluoro-4-(4,4,5,5-tetramethyl-1,3,2-dioxaborolan-2-yl)phenyl)-2-(3-(trifluoromethyl)phenyl)acetamide